COC(=O)C1=CC2=C(N=C(N2C[C@H]2OCC2)CN2CCC(=CC2)C2OC(OC3=C2C=CC=C3)(C)C3=C(C=C(C=C3)Cl)F)C=C1 2-[[4-[2-(4-chloro-2-fluoro-phenyl)-2-methyl-1,3-benzodioxan-4-yl]-3,6-dihydro-2H-pyridin-1-yl]methyl]-3-[[(2S)-oxetan-2-yl]methyl]benzimidazole-5-carboxylic acid methyl ester